ClC=1C=C(C=CC1Cl)NC(=O)[C@@H]1[C@H]2[C@@H]3C[C@@H]3[C@@H]([C@@H]1C=1C=NC(=NC1)N1CCOCC1)O2 (1S,2S,4R,5R,6S,7S)-N-(3,4-dichlorophenyl)-7-(2-morpholinopyrimidin-5-yl)-8-oxatricyclo[3.2.1.02,4]octane-6-carboxamide